Methyl (1RS,2RS)-2-((2-(((R)-6-((tert-butyldiphenylsilyl)oxy)hexan-2-yl)oxy)-6-methylpyridin-3-yl)sulfonyl)cyclopentane-1-carboxylate [Si](C1=CC=CC=C1)(C1=CC=CC=C1)(C(C)(C)C)OCCCC[C@@H](C)OC1=NC(=CC=C1S(=O)(=O)[C@H]1[C@H](CCC1)C(=O)OC)C |&1:34,35|